NC=1N=CC2=C(N1)C(=C(N2)C)C=2C=C(C=CC2)C#CC(C)(O)C=2SC=CN2 4-(3-(2-amino-6-methyl-5H-pyrrolo[3,2-d]pyrimidin-7-yl)phenyl)-2-(thiazol-2-yl)but-3-yn-2-ol